1-[Cyclopropyl(4-pyridyl)methyl]-3-(4,4-difluorotetrahydrofuran-3-yl)-1-methyl-urea C1(CC1)C(N(C(=O)NC1COCC1(F)F)C)C1=CC=NC=C1